morpholine-2-Formic acid N1CC(OCC1)C(=O)O